CC1=CC(=NN1C1=CC=C(C=C1)CC1=CC=C(C=C1)C1=CC=C(C=C1)CN1CCCC1)C(=O)N 5-methyl-1-(4-((4'-(pyrrolidin-1-ylmethyl)-[1,1'-biphenyl]-4-yl)methyl)phenyl)-1H-pyrazole-3-carboxamide